CC=1C(=C(C(=O)OCCC(OCCC(CCCC)CCCC)OCCC(CCCC)CCCC)C=CC1B1OC(C(O1)(C)C)(C)C)N(C)C(=O)OCC1=CC=CC=C1 3,3-bis((3-butylheptyl)oxy)propan-1-ol methyl-2-(((benzyloxy)carbonyl)(methyl)amino)-4-(4,4,5,5-tetramethyl-1,3,2-dioxaborolan-2-yl)benzoate